[(prop-2-yn-1-yl)oxy]benzene C(C#C)OC1=CC=CC=C1